BrC1=C(C=C(C(=O)N(C)OC)C=C1)CO[Si](C)(C)C(C)(C)C 4-bromo-3-(((tert-butyldimethylsilyl)oxy)methyl)-N-methoxy-N-methylbenzamide